CC1=NC(=CC(=C1)[C@H](C)NC(=O)C=1C=NC2=C(N=C(C=C2C1N1CCN[C@H](CC1)C)C)C1CC1)C N-[(S)-1-(2,6-dimethyl-4-pyridyl)ethyl]-4-[(S)-5-methyl-1,4-diazepan-1-yl]-8-cyclopropyl-6-methyl-1,7-diaza-3-naphthamide